NC1=NC2=CC(=CC=C2C=C1Br)CC[C@H]1CC[C@H](C1)N1C=CC2=C1N=CN=C2N (1S,2R,3S,5R)-3-(2-(2-amino-3-bromoquinolin-7-yl)ethyl)-5-(4-amino-7H-pyrrolo[2,3-d]pyrimidin-7-yl)cyclopentane